[Na].FC(C1=NC=CC=C1S)(F)F 2-(trifluoromethyl)pyridine-3-thiol sodium